C(CCC)(=O)C1=CC(=C(C=N1)C1=NC=C2C=C(N=CC2=C1)C1OCC1(C(=O)N)C)C [7-(6-butanoyl-4-methylpyridin-3-yl)-2,6-naphthyridin-3-yl]-3-methyloxetane-3-carboxamide